ClC=1N=C(C2=C(N1)C(=C(N=C2)Cl)F)N2CCN(CC(C2)NC(OC(C)(C)C)=O)C tert-butyl N-(1-{2,7-dichloro-8-fluoropyrido[4,3-d]pyrimidin-4-yl}-4-methyl-1,4-diazepan-6-yl)carbamate